C(C)OC(=O)N1C[C@@H](N(CC1)C=1C2=C(N=CN1)N(C=C2C2CC2)C2=CC=C(C=C2)Cl)C (S)-4-(7-(4-chlorophenyl)-5-cyclopropyl-7H-pyrrolo[2,3-d]pyrimidin-4-yl)-3-methylpiperazine-1-carboxylic acid ethyl ester